FC(C(=O)N1CC(C1)NC=1C2=C(C=NC1OC1=CC=C(C=C1)C(F)(F)F)C=NN2C)=C 2-Fluoro-1-(3-((1-methyl-6-(4-(trifluoromethyl)phenoxy)-1H-pyrazolo[4,3-c]pyridin-7-yl)amino)azetidin-1-yl)prop-2-en-1-one